(R)-3-methyl-5-(4-((3-(4-methyl-1-oxo-1,3-dihydroisobenzofuran-5-yl)-5-oxo-piperazin-1-yl)methyl)-1H-pyrazol-1-yl)benzo[d]oxazol-2(3H)-one CN1C(OC2=C1C=C(C=C2)N2N=CC(=C2)CN2C[C@H](NC(C2)=O)C=2C(=C1COC(C1=CC2)=O)C)=O